C(#N)C(NC(=O)[C@@H]1[C@H]2C([C@H]2CN1C([C@H](C(C)(C)C)NC(C(F)(F)F)=O)=O)(C)C)C1=NN=CC2=CC=CC=C12 (1R,2S,5S)-N-[cyano(phthalazin-1-yl)methyl]-3-[(2S)-3,3-dimethyl-2-[(2,2,2-trifluoroacetyl)amino]butanoyl]-6,6-dimethyl-3-azabicyclo[3.1.0]hexane-2-carboxamide